OC1=C(C(=CC=C1)O)C(\C=C\C1=CC=C(C=C1)Cl)=O (E)-2',6'-Dihydroxy-beta-(4-chlorophenyl)acrylophenone